CC=1CC(C(C(C1)C)C)C=O 3,5,6-trimethyl-3-cyclohexen-1-carbaldehyde